1-[2-(1H-1,2,3,4-tetrazol-5-yl)ethyl]-guanidine N1N=NN=C1CCNC(=N)N